5-cyano-2-(trifluoromethylsulfonyl)benzoic acid methyl ester COC(C1=C(C=CC(=C1)C#N)S(=O)(=O)C(F)(F)F)=O